NC1=NC(=CC(=N1)N1[C@H](CCCCC1)C=1C(=NC=CC1)CO)C |r| (+/-)-[3-[1-(2-amino-6-methyl-pyrimidin-4-yl)azepan-2-yl]-2-pyridyl]methanol